CNC1=CC=2N(C=C1)C=C(N2)C2=CC=C(C=C2)N2CCOCC2 Methyl-[2-(4-morpholin-4-yl-phenyl)-imidazo[1,2-a]pyridin-7-yl]-amine